FC(C1=CC=C(C=C1)NC(=O)N1CC(CCC1)CNC(OC(C)(C)C)=O)(F)F tert-Butyl N-[(1-{[4-(trifluoromethyl)phenyl]carbamoyl}piperidin-3-yl)methyl]carbamate